1-[2-[tert-butyl(dimethyl)silyl]oxyethyl]pyrazole-4-carbaldehyde [Si](C)(C)(C(C)(C)C)OCCN1N=CC(=C1)C=O